C(C)(=O)C1=C(C(=C(C(=C1)OC)SCCOC(C(=C)C)=O)OC)N 2-((4-Acetyl-3-amino-2,6-dimethoxyphenyl)thio)ethylmethacrylat